COC(=O)[C@]1(OC2=CC(=CC=C2C(C1)=O)C)C#CC1=CC=CC=C1.C(C)OC1=C(C=C(C=C1)C1=NOC(=N1)C1CCN(CC1)C(=O)[C@H]1N[C@H](CC1)C1=CC=CC=C1)OC (4-(3-(4-ethoxy-3-methoxyphenyl)-1,2,4-oxadiazol-5-yl)piperidin-1-yl)((2s,5r)-5-phenylpyrrolidin-2-yl)methanone methyl-(R)-7-methyl-4-oxo-2-(phenylethynyl)chromane-2-carboxylate